(R)-1-(2-hydroxybutyl)-3-(4-methoxy-2,3-diphenylquinolin-6-yl)urea O[C@@H](CNC(=O)NC=1C=C2C(=C(C(=NC2=CC1)C1=CC=CC=C1)C1=CC=CC=C1)OC)CC